6-chloro-4-((4-(2-cyanovinyl)-2,6-difluorophenyl)amino)quinazolin ClC=1C=C2C(=NC=NC2=CC1)NC1=C(C=C(C=C1F)C=CC#N)F